(E)-3-(2-(4-(1,3-dimethyl-1H-pyrazole-5-carbonyl)piperazin-1-yl)phenyl)-N-hydroxyacrylamide CN1N=C(C=C1C(=O)N1CCN(CC1)C1=C(C=CC=C1)/C=C/C(=O)NO)C